tert-butyl 2-(4-(4-chloro-7,7-dimethyl-5-oxo-5,7-dihydroindolo[1,2-a]quinazolin-10-yl)piperidin-1-yl)-7-azaspiro[3.5]nonane-7-carboxylate ClC=1C=2C(N=C3N(C2C=CC1)C1=CC(=CC=C1C3(C)C)C3CCN(CC3)C3CC1(C3)CCN(CC1)C(=O)OC(C)(C)C)=O